O=C1N(CCC12CCN(CC2)C(=O)OC(C)(C)C)C2=C(C=NC=C2)C(F)(F)F tert-butyl 1-oxo-2-(3-(trifluoromethyl)pyridin-4-yl)-2,8-diazaspiro[4.5]decane-8-carboxylate